OC1=C(C(=CC(=C1C(=O)NCC1=CN=CO1)CCCCC)O)C1=CC(=CC=C1)C 2,6-dihydroxy-3'-methyl-N-(oxazol-5-ylmethyl)-4-pentyl-[1,1'-biphenyl]-3-carboxamide